OC[C@@H]1CC[C@H](CO1)NC=1C2=C(N=CN1)NC=C2C=O [4-(((3R,6S)-6-(hydroxymethyl)tetrahydro-2H-pyran-3-yl)amino)-7H-pyrrolo[2,3-d]pyrimidine-5-yl]methanone